ethyl 4-[[3-(tert-butoxycarbonylamino)cyclohexyl]amino]-6-chloro-pyridine-3-carboxylate C(C)(C)(C)OC(=O)NC1CC(CCC1)NC1=C(C=NC(=C1)Cl)C(=O)OCC